4-(3,3-difluorocyclobutoxy)pyridine-3-carboxamide FC1(CC(C1)OC1=C(C=NC=C1)C(=O)N)F